ClCC(=O)NC1=C(C=C(C(=O)OC)C=C1NC[C@H]1OCC1)C(C)(F)F Methyl (S)-4-(2-chloroacetamido)-3-(1,1-difluoroethyl)-5-((oxetan-2-ylmethyl)amino)benzoate